BrC=1C=C(C=CC1)C[C@@H](C(=O)NC)NC(=O)C1=CC(=NN1)C1=C(C=CC=C1)F (S)-N-(3-(3-bromophenyl)-1-(methylamino)-1-oxopropan-2-yl)-3-(2-fluorophenyl)-1H-pyrazole-5-carboxamide